5-(3-fluoro-4-hydroxyphenyl)-3H-1,2-dithiole-3-thione FC=1C=C(C=CC1O)C1=CC(SS1)=S